2-(tert-butyl)malonic acid magnesium [Mg].C(C)(C)(C)C(C(=O)O)C(=O)O